FC=1C=C(N2N=C(N=CC21)N[C@H]2[C@@H](COCC2)O)C2=NC=CC=C2 (3S,4R)-4-((5-fluoro-7-(pyridin-2-yl)pyrrolo[2,1-f][1,2,4]triazin-2-yl)amino)tetrahydro-2H-pyran-3-ol